2-methoxy-4-(3-(undecan-2-yloxy)prop-1-en-1-yl)phenol COC1=C(C=CC(=C1)C=CCOC(C)CCCCCCCCC)O